C1(=CC=CC2=CC=CC=C12)C(=O)NO 1-naphthalenehydroxamic acid